COC(C[C@H]1N(C[C@H](C1)OC1=CC=C(C=C1)C(F)(F)F)C(=O)OCC1=CC=CC=C1)=O benzyl (2S,4S)-2-(2-methoxy-2-oxoethyl)-4-(4-(trifluoromethyl)phenoxy)pyrrolidine-1-carboxylate